[Sn](Cl)Cl.OC=1C(=C2C(=C(N(C2=CC1)C1=CC=CC=C1)C1=CC=C(C=C1)O)C(C)=O)CN1CCCCC1 (5-hydroxy-2-(4-hydroxyphenyl)-1-phenyl-4-(piperidin-1-ylmethyl)-1H-indol-3-yl)ethan-1-one Tin(II) chloride